OC1(CC(C1)NC1=CC(=C(N=N1)C1=NC=C(C=C1)C(F)(F)F)C)C 2-(6-(((cis)-3-hydroxy-3-methylcyclobutyl)amino)-4-methylpyridazin-3-yl)-5-(trifluoromethyl)pyridine